C(CCCCCCCCCCCCC(=O)N)CCCCCCCCCCCC(=O)N ethylenedilauric acid amide